BrC=1C(NC2=CC=C(C=C2C1)F)=O 3-bromo-6-fluoro-1H-quinolin-2-one